8-Carbamoyl-3-(2-Chloroethyl)Imidazo[5,1-d]-1,2,3,5-Tetrazin-4(3H)-One C(N)(=O)C=1N=CN2C1N=NN(C2=O)CCCl